(S)-1-(3-chlorophenethyl)-3-((4-(methylsulfonyl)phenoxy)methyl)piperidine ClC=1C=C(CCN2C[C@H](CCC2)COC2=CC=C(C=C2)S(=O)(=O)C)C=CC1